FC(C=1C=CC=2N(N1)C(=CN2)C2=CC(=NC=C2)N2CC(CCC2)(C)CNS(=O)(=O)C)F N-((1-(4-(6-(Difluoromethyl)imidazo[1,2-b]pyridazin-3-yl)pyridin-2-yl)-3-methylpiperidin-3-yl)methyl)methanesulfonamide